ClC=1C=CC(=C(C1)C1=CC(N(C=C1OC)CC(=O)NC1=CC(=C(C(=O)N)C=C1)F)=O)N1N=NN=C1 4-[({4-[5-chloro-2-(1H-tetrazol-1-yl)phenyl]-5-methoxy-2-oxopyridin-1(2H)-yl}acetyl)amino]-2-fluorobenzamide